N[C@@H](CNCC1=CC(=NC=C1F)NC([C@H](C1CCC(CC1)C)NC(OC(C)(C)C)=O)=O)C(F)(F)F Tert-butyl ((S)-2-((4-((((S)-2-amino-3,3,3-trifluoropropyl)amino)-methyl)-5-fluoropyridin-2-yl)amino)-1-((1r,4S)-4-methylcyclohexyl)-2-oxoethyl)carbamate